BrC=1C=C(OC2=C3C(CC(C3=C(C=C2)S(=O)(=O)C)=O)O)C=C(C1)F 4-(3-bromo-5-fluoro-phenoxy)-3-hydroxy-7-methylsulfonyl-indan-1-one